COC1=CC=C(C=C1)C1=NN=C(C2=CC=CC=C12)NC1CCC(CC1)(O)C(F)(F)F trans-4-((4-(4-methoxyphenyl)phthalazin-1-yl)amino)-1-(trifluoromethyl)cyclohexan-1-ol